NC=1C=C(C=C(C1)C(F)(F)F)[C@@H](C)NC=1C2=C(N=C(N1)N1CCC1)C=NC(=C2)N2CCN(CC2)C2CCC2 (R)-N-(1-(3-amino-5-(trifluoromethyl)phenyl)ethyl)-2-(azetidin-1-yl)-6-(4-cyclobutylpiperazin-1-yl)pyrido[3,4-d]pyrimidin-4-amine